COC(=O)N1CCC(CC1)S(N(C1=CC(=CC=C1)F)CC=1N=C2N(C=CC(=C2)C=2OC(=NN2)C(F)F)C1)(=O)=O 4-(N-((7-(5-(difluoromethyl)-1,3,4-oxadiazol-2-yl)imidazo[1,2-a]pyridin-2-yl)methyl)-N-(3-fluorophenyl)sulfamoyl)piperidine-1-carboxylic acid methyl ester